2-(8-fluoro-2-methylimidazo[1,2-a]pyridin-6-yl)-9-methyl-7-(4,7-diazaspiro[2.5]oct-7-yl)-4H-pyrido[1,2-a][1,3,5]triazin-4-one HCl salt Cl.FC=1C=2N(C=C(C1)C=1N=C3N(C(N1)=O)C=C(C=C3C)N3CCNC1(CC1)C3)C=C(N2)C